[1-(2-Fluorophenyl)-5-[3-(2-methylpropoxy)phenyl]-1H-pyrazol-3-yl]methanol FC1=C(C=CC=C1)N1N=C(C=C1C1=CC(=CC=C1)OCC(C)C)CO